CC1=NC=C(C(=N1)C)C(=O)OCC ethyl 2,4-dimethylpyrimidine-5-carboxylate